1-(tetrahydro-2H-pyran-3-yl)-1H-imidazo[4,5-c]cinnolin-2(3H)-one O1CC(CCC1)N1C(NC=2N=NC=3C=CC=CC3C21)=O